tert-Butyl 5'-(2-(ethyl(isopropyl)formyl)-4-fluorophenyl)-5',6',7',9'-tetrahydrospiro[azetidine-3,8'-pyrimido[5,4-b]indole]-1-carboxylate C(C)C(C)(C)C(=O)C1=C(C=CC(=C1)F)N1C2=C(C=3CC4(CCC13)CN(C4)C(=O)OC(C)(C)C)N=CN=C2